C(C=C)(=O)N1C[C@@H](N(C[C@H]1C)C=1C2=C(N(CN1)C1=C(N=NC=C1C(C)C)C(C)C)N=C(C(=C2)Cl)C2=C(C=CC=C2)F)C 4-((2S,5R)-4-acryloyl-2,5-dimethylpiperazin-1-yl)-6-chloro-1-(3,5-diisopropylpyridazin-4-yl)-7-(2-fluorophenyl)pyrido[2,3-d]pyrimidin